FC(C=1C=C(C(=O)NN2N=CC3=C2NCCC3)C=CC1)(F)F (3-(trifluoromethyl)benzamido)-4,5,6,7-tetrahydro-1H-pyrazolo[3,4-b]pyridin